NCCCNCCNCCN N-(3-aminopropyl)-diethylenetri-amine